[Cl-].CC(=CC[P+](C1=CC=CC=C1)(C1=CC=CC=C1)C1=CC=CC=C1)C=CC1=C(CCCC1(C)C)C 3-methyl-5-(2,6,6-trimethylcyclohexen-1-yl)-2,4-pentadienyl-triphenyl-phosphonium chloride